NC=1C(=NC(=C(N1)C1=CC=C(C=C1)F)C1=CN(C(C=C1)=O)CC)C(=O)NCC1=C(C=CC=C1)OC 3-amino-6-(1-ethyl-6-oxo-1,6-dihydropyridin-3-yl)-5-(4-fluorophenyl)-N-(2-methoxybenzyl)pyrazine-2-carboxamide